C(C)(C)(C)OC(=O)N1CC(=CC1)C1=CC2=C(NC(N2C)=O)C=C1.C(CCC)OC(=O)CCNCCC[Si](OC)(OC)OC 3-(N-(2-(n-butyloxycarbonyl)ethyl)amino)propyltrimethoxysilane tert-butyl-3-(3-methyl-2-oxo-1H-benzimidazol-5-yl)-2,5-dihydropyrrole-1-carboxylate